ClC=1C=C(C=CC1N1C(N(CC1)C)=O)C1=C(C(=CC=C1)C1=CN=NC(=C1)Cl)OC 1-(3-chloro-3'-(6-chloropyridazin-4-yl)-2'-methoxy-[1,1'-biphenyl]-4-yl)-3-methylimidazolidin-2-one